NC1=C(C=C(C=N1)C#CC(C)(C)NC(=O)N1C[C@H](N[C@H](C1)C)C)OC(C)C1=C(C(=CC=C1Cl)F)Cl (3r,5s)-3,5-dimethyl-piperazine-1-carboxylic acid (3-{6-amino-5-[1-(2,6-dichloro-3-fluoro-phenyl)-ethoxy]-pyridin-3-yl}-1,1-dimethyl-prop-2-ynyl)-amide